(R)-2-oxo-1-phenyl-2-(m-tolylamino)ethyl 3-amino-6-(1-(1-(3-(4-(tert-butoxycarbonyl)piperazin-1-yl)propyl)piperidin-4-yl)-1H-pyrazol-4-yl)pyrazine-2-carboxylate NC=1C(=NC(=CN1)C=1C=NN(C1)C1CCN(CC1)CCCN1CCN(CC1)C(=O)OC(C)(C)C)C(=O)O[C@@H](C(NC=1C=C(C=CC1)C)=O)C1=CC=CC=C1